(R)-N-(2-(methyl(thiazol-5-ylmethyl)amino)-2-(1-methyl-1H-indol-3-yl)ethyl)-1H-indole-6-sulfonamide CN([C@@H](CNS(=O)(=O)C1=CC=C2C=CNC2=C1)C1=CN(C2=CC=CC=C12)C)CC1=CN=CS1